(3aR)-3a-methyl-1,2,3,3a,8,8a-hexahydropyrrolo[2,3-b]indol-5-yl phenylcarbamate C1(=CC=CC=C1)NC(OC=1C=C2[C@@]3(C(NC2=CC1)NCC3)C)=O